CC1(OCC(O1)COCC(COCC1OC(OC1)(C)C)OCC1(COC(OC1)(C)C)CBr)C 5-(((1,3-bis((2,2-dimethyl-1,3-dioxolan-4-yl)methoxy)propan-2-yl)oxy)methyl)-5-(bromomethyl)-2,2-dimethyl-1,3-dioxane